BrC1=CC=C(C=2CC(OC21)(C)C)CO (7-bromo-2,2-dimethyl-2,3-dihydrobenzofuran-4-yl)methanol